CC1=C(C(C(C=N1)C(=O)N)=O)C=1SC(=CC1)C 6-methyl-5-(5-methylthiophen-2-yl)-4-oxopyridine-3-carboxamide